6'-((1r,4R)-4-hydroxy-4-methylcyclohexyl)-1,2'-dimethyl-5',6'-dihydro-7'H-spiro[azetidine-3,8'-pyrido[4,3-d]pyrimidin]-7'-one OC1(CCC(CC1)N1CC2=C(N=C(N=C2)C)C2(C1=O)CN(C2)C)C